2-(4-Cyano-phenoxy)-N-(5,6-dimethoxy-benzothiazol-2-yl)-2-p-tolyl-acetamide C(#N)C1=CC=C(OC(C(=O)NC=2SC3=C(N2)C=C(C(=C3)OC)OC)C3=CC=C(C=C3)C)C=C1